FC=1C(=NC=C(C1)[N+](=O)[O-])N1C=NC(=C1)C1CN(CCO1)C(=O)OC(C)(C)C tert-butyl 2-(1-(3-fluoro-5-nitropyridin-2-yl)-1H-imidazol-4-yl)morpholine-4-carboxylate